IC1=CC=C2C=C(N(C2=C1)CCN1CCOCC1)C 6-iodo-2-methyl-1-[2-(4-morpholinyl)ethyl]-1H-indol